4-(4-chloro-2-fluorophenyl)-7-methyl-2-((2S,4S)-2-(2-methyl-4-pyridinyl)tetrahydro-2H-pyran-4-yl)pyrido[2,3-d]pyrimidine ClC1=CC(=C(C=C1)C=1C2=C(N=C(N1)[C@@H]1C[C@H](OCC1)C1=CC(=NC=C1)C)N=C(C=C2)C)F